C1=CC=C2C(=C1)C(=O)OC2=O The molecule is the cyclic dicarboxylic anhydride that is the anhydride of phthalic acid. It has a role as an allergen. It is a cyclic dicarboxylic anhydride and a member of 2-benzofurans.